BrC(CC(=O)OCCCCCCCCCCCCCCCCCCC)CC nonadecyl 3-bromopentanoate